styrene-traumatic anhydride C(=CC1=CC=CC=C1)C1CCCCCCC/C=C/C(=O)OC1=O